tert-butyl-4-(4-bromo-2,6-difluorophenoxy)piperidine C(C)(C)(C)N1CCC(CC1)OC1=C(C=C(C=C1F)Br)F